NC=1C(=C(C(=C(C1)CN(C)C(=O)OC(C)(C)C)OC)Br)C(=O)C1=C(C=CC(=C1)F)Cl 2-methylpropan-2-yl [({5-amino-3-bromo-4-[(2-chloro-5-fluorophenyl)carbonyl]-2-methoxyphenyl} methyl)(methyl)amino]methanoate